2-(propoxyethylphosphinyl)-acetic acid propyl ester C(CC)OC(CP(=O)CCOCCC)=O